CC1(C(NC(CC1)=O)=O)N1CC2=CC=C(C=C2C1=O)C1CCN(CC1)CCC(=O)OC(C)(C)C tert-butyl 3-[4-[2-(3-methyl-2,6-dioxo-3-piperidyl)-3-oxo-isoindolin-5-yl]-1-piperidyl]propanoate